ClC1=C2C(=NC=C1C=1C=C3C=CNC3=CC1)NCC21CCCC1 4'-Chloro-5'-(1H-indol-5-yl)-1',2'-dihydrospiro[cyclopentane-1,3'-pyrrolo[2,3-b]pyridin]